ClC=1C=C(C=NC1N1N=CC=N1)NC(C1=CN=C(C(=C1)C1=C2C=CNC(C2=CC=C1)=O)C)=O N-(5-chloro-6-(2H-1,2,3-triazol-2-yl)pyridin-3-yl)-6-methyl-5-(1-oxo-1,2-dihydroisoquinolin-5-yl)nicotinamide